1-((6,7-dimethyl-2-oxo-1,2-dihydroquinolin-3-yl)methyl)-3-(3-(dimethylamino)propyl)-1-(furan-2-ylmethyl)thiourea CC=1C=C2C=C(C(NC2=CC1C)=O)CN(C(=S)NCCCN(C)C)CC=1OC=CC1